4-(7-(4-chloro-2-fluorophenyl)imidazo[5,1-b]thiazol-5-yl)benzonitrile ClC1=CC(=C(C=C1)C=1N=C(N2C1SC=C2)C2=CC=C(C#N)C=C2)F